indolyl-propanol (R)-methyl-4-(2-(2-(6-(4-(1-(3-((4-methyl-5-(pyrimidin-4-yl)-4H-1,2,4-triazol-3-yl)methylamino)benzamido)ethyl)phenoxy)hexyloxy)ethoxy)ethoxy)butanoate C[C@@H](C(=O)OC(CC)C=1NC2=CC=CC=C2C1)CCOCCOCCOCCCCCCOC1=CC=C(C=C1)C(C)NC(C1=CC(=CC=C1)NCC1=NN=C(N1C)C1=NC=NC=C1)=O